C(C)(C)(CC)OOC1(CCCCC1)OOC(C)(C)CC 1,1-bis-(tert-amylperoxy)cyclohexane